3-(4-chlorobenzyl)-1-(2-(pyridin-4-yl)pyrimidin-5-yl)pyrrolidin-2-one ClC1=CC=C(CC2C(N(CC2)C=2C=NC(=NC2)C2=CC=NC=C2)=O)C=C1